1-benzyl 4-(tert-butyl) 5-((3-hydroxypropyl) (methyl) carbamoyl)-2-methylpiperazine-1,4-dicarboxylate OCCCN(C(=O)C1N(CC(N(C1)C(=O)OCC1=CC=CC=C1)C)C(=O)OC(C)(C)C)C